2-amino-3-(1H-indol-3-yl)-4-methylpentanoic acid NC(C(=O)O)C(C(C)C)C1=CNC2=CC=CC=C12